2-(5-fluoropyridin-3-yl)-7-(piperazin-1-yl)-4H-pyrido[1,2-a]pyrimidin-4-one FC=1C=C(C=NC1)C=1N=C2N(C(C1)=O)C=C(C=C2)N2CCNCC2